COC1=CC=C(C=C1)C(C#C)(O)C1=CC=C(C=C1)CCOCC1=CC=C(C=C1)C=C 1-(4-methoxy-phenyl)-1-{4-[2-(4-vinyl-benzyloxy)-ethyl]-phenyl}-prop-2-yn-1-ol